ethyl 1-(2-(1-(6-methoxy-3,4-dihydro-2H-benzo[b][1,4]oxazin-7-yl)-6-(pyrazolo[1,5-a]pyrimidin-3-yl)-1H-pyrazolo[4,3-c]pyridine-3-carboxamido)ethyl)azetidine-3-carboxylate COC1=CC2=C(OCCN2)C=C1N1N=C(C=2C=NC(=CC21)C=2C=NN1C2N=CC=C1)C(=O)NCCN1CC(C1)C(=O)OCC